3-[[7-[3-(2-amino-2-oxo-ethyl)azetidin-1-yl]-2-(2-chlorophenyl)-3-(4-chlorophenyl)pyrazolo[1,5-a]pyrimidin-5-yl]-methyl-amino]propanamide NC(CC1CN(C1)C1=CC(=NC=2N1N=C(C2C2=CC=C(C=C2)Cl)C2=C(C=CC=C2)Cl)N(CCC(=O)N)C)=O